tert-Butyl (R)-(1-(5-(4-chloro-2-methyl-2H-indazol-5-yl)-3-methyl-4-oxo-7-((2-(trimethylsilyl)ethoxy)meth-yl)-4,7-dihydro-3H-pyrrolo[2,3-d]pyrimidin-2-yl)pyrrolidin-3-yl)carbamate ClC=1C2=CN(N=C2C=CC1C1=CN(C=2N=C(N(C(C21)=O)C)N2C[C@@H](CC2)NC(OC(C)(C)C)=O)COCC[Si](C)(C)C)C